FC(OC=1C=CC(=NC1)/C=C/C(=O)OCC)(F)F (E)-ethyl 3-(5-(trifluoromethoxy)pyridin-2-yl)acrylate